N-(3-(dimethylamino)benzyl)-5-(2-(3-(dimethylamino)phenoxy)ethoxy)-N-(3-methoxybenzyl)pyridin-2-amine CN(C=1C=C(CN(C2=NC=C(C=C2)OCCOC2=CC(=CC=C2)N(C)C)CC2=CC(=CC=C2)OC)C=CC1)C